N-(3-((3-Fluorophenyl)ethynyl)-1-methyl-1H-pyrrolo[2,3-b]pyridin-5-yl)acrylamide FC=1C=C(C=CC1)C#CC1=CN(C2=NC=C(C=C21)NC(C=C)=O)C